CN1C=C(C(=C1)C)C(=O)NC1CCC(CC1)NC1=CC=CC=2N1C=C(N2)C(F)F 1,4-dimethyl-N-[(1s,4s)-4-{[2-(difluoromethyl)imidazo[1,2-a]pyridin-5-yl]amino}cyclohexyl]-1H-pyrrole-3-carboxamide